2-[2-(2-hydroxy-1,1-dimethyl-ethyl)pyrazolo[3,4-b]pyridin-6-yl]-3-methyl-5-(trifluorometh-yl)phenol OCC(C)(C)N1N=C2N=C(C=CC2=C1)C1=C(C=C(C=C1C)C(F)(F)F)O